(4-hexyl) acrylate C(C=C)(=O)OC(CCC)CC